2-[(1-n-butyloctyl)oxy]ethanol C(CCC)C(CCCCCCC)OCCO